C(C1=CC=CC=C1)(C1=CC=CC=C1)C1CCCCC1=NO 6-benzhydryl-cyclohexanone oxime